P(OC1=CC=C(C=C1)[N+](=O)[O-])(=O)(Cl)Cl 4-nitrophenyl phosphorodichloridate